NCCCCSC1=C(C=NC2=CC(=C(C=C12)OC)OC)C#N 4-((4-aminobutyl)thio)-6,7-dimethoxyquinoline-3-carbonitrile